O=C1N(CC(C1)CCC)[C@H](C(=O)O)CC (2S)-2-(2-oxo-4-propylpyrrolidin-1-yl)butyric acid